3-dodecyloxy-2-hydroxypropane-1-sulfonate C(CCCCCCCCCCC)OCC(CS(=O)(=O)[O-])O